(R)-2-(5-amino-2-(furan-2-yl)-7H-pyrazolo[4,3-e][1,2,4]triazolo[1,5-c]pyrimidin-7-yl)-N-(2-(6-methylpyridin-2-yl)ethyl)-2-phenylpropionamide NC1=NC2=C(C=3N1N=C(N3)C=3OC=CC3)C=NN2[C@](C(=O)NCCC2=NC(=CC=C2)C)(C)C2=CC=CC=C2